2,4-dichloro-3,5-dimethylphenyl allyl ether C(C=C)OC1=C(C(=C(C(=C1)C)Cl)C)Cl